5-amino-N-tert-butyl-3,4-dihydroquinoline-1(2H)-sulfonamide NC1=C2CCCN(C2=CC=C1)S(=O)(=O)NC(C)(C)C